2-(3,5-dimethoxyphenyl)-1-(3-(methylcarbamoyl)cyclobutyl)-N-(3-(4-phenylpiperazin-1-yl)propyl)-1H-benzo[d]imidazole-6-carboxamide COC=1C=C(C=C(C1)OC)C1=NC2=C(N1C1CC(C1)C(NC)=O)C=C(C=C2)C(=O)NCCCN2CCN(CC2)C2=CC=CC=C2